6-(4-hydroxy-3-methoxybenzylamino)-9-β-D-arabinofuranosylpurine OC1=C(C=C(CNC2=C3N=CN(C3=NC=N2)[C@H]2[C@@H](O)[C@H](O)[C@H](O2)CO)C=C1)OC